2-(1-((2,6,8-trioxaspiro[3.5]nonan-7-yl)methyl)-1H-pyrazol-4-yl)-8-chloro-7-((2-methyl-1H-benzo[d]imidazol-6-yl)oxy)quinoxaline C1OCC12COC(OC2)CN2N=CC(=C2)C2=NC1=C(C(=CC=C1N=C2)OC=2C=CC1=C(NC(=N1)C)C2)Cl